1-bromo-4-((2-methoxyethoxy)methyl)benzene BrC1=CC=C(C=C1)COCCOC